N-(4-chloro-2-(1-(2-chlorophenyl)vinyl)phenyl)-4-methyl-N-(2-methylallyl)benzenesulfonamide ClC1=CC(=C(C=C1)N(S(=O)(=O)C1=CC=C(C=C1)C)CC(=C)C)C(=C)C1=C(C=CC=C1)Cl